2-[4-({2,3-dimethoxy-6H,7H,8H,9H-cyclohexa[b]1,5-naphthyridin-10-yl}amino)piperidin-1-yl]ethan-1-ol COC=1N=C2C(=C3C(=NC2=CC1OC)CCCC3)NC3CCN(CC3)CCO